(R)-1'-(tert-butyl)-5-(dibenzylamino)-1,3-dihydrospiro[indene-2,3'-pyrrolo[2,3-b]pyridin]-2'(1'H)-one C(C)(C)(C)N1C([C@]2(C=3C1=NC=CC3)CC3=CC=C(C=C3C2)N(CC2=CC=CC=C2)CC2=CC=CC=C2)=O